C[C@]12[C@H]3CC[C@@]4([C@H](CC[C@H]4[C@@H]3CC=C2C[C@H](CC1)O)[C@H](C)CCC1=NC=CN=C1)C (3S,8S,9S,10R,13R,14S,17R)-10,13-dimethyl-17-((R)-4-(pyrazin-2-yl)butan-2-yl)-2,3,4,7,8,9,10,11,12,13,14,15,16,17-tetradecahydro-1H-cyclopenta[a]phenanthren-3-ol